tert-butyl ((2S,3S)-3-hydroxy-4-((2-methoxybenzyl)amino)-1-phenylbutan-2-yl)carbamate O[C@H]([C@H](CC1=CC=CC=C1)NC(OC(C)(C)C)=O)CNCC1=C(C=CC=C1)OC